BrC=1C=C(C=C(C1)Br)N(C1=CC=CC=2OC3=C(C21)C=CC=C3)C3=CC=CC=C3 N-(3,5-dibromophenyl)-N-phenyldibenzo[b,d]furan-1-amine